dichlorobis[di-tert-butyl(p-dimethylaminophenyl)phosphino]palladium Cl[Pd](P(C(C)(C)C)(C(C)(C)C)C1=CC=C(C=C1)N(C)C)(P(C1=CC=C(C=C1)N(C)C)(C(C)(C)C)C(C)(C)C)Cl